4-bromo-N-(4-(chlorodifluoromethoxy)phenyl)-3,3-dimethylindoline-6-carboxamide BrC1=C2C(CNC2=CC(=C1)C(=O)NC1=CC=C(C=C1)OC(F)(F)Cl)(C)C